(2S,5R)-5-(2-chlorophenyl)-1-(4-(2,4-dimethoxypyrimidin-5-yl)benzoyl)pyrrolidine-2-carboxylic acid ClC1=C(C=CC=C1)[C@H]1CC[C@H](N1C(C1=CC=C(C=C1)C=1C(=NC(=NC1)OC)OC)=O)C(=O)O